dihydro-1H-Pyrazolo[4,3-d]pyrimidine N1NCC=2N=CN=CC21